N-[4-[2-oxo-6-[2-(trifluoromethyl)-1-piperidyl]-1H-pyridin-4-yl]-2-pyridyl]cyclopropanecarboxamide O=C1NC(=CC(=C1)C1=CC(=NC=C1)NC(=O)C1CC1)N1C(CCCC1)C(F)(F)F